C12(CC3CC(CC(C1)C3)C2)C=2C=C(C=CC2OC(CCC(NCCSSCCNC(C(CC2=CC(=C(C=C2)O)Br)=NO)=O)=O)=O)C2=CC=C(C=C2)C=CC(=O)O 3-{3'-adamantan-1-yl-4'-[3-(2-{2-[3-(3-bromo-4-hydroxy-phenyl)-2-hydroxyimino-propionylamino]-ethyldisulfanyl}-ethylcarbamoyl)-propionyloxy]-biphenyl-4-yl}-acrylic acid